C12(CC(C1)(C2)C(=O)[O-])C(=O)OC O1-methyl bicyclo[1.1.1]pentane-1,3-dicarboxylate